Cl.C(C)(C)C1=CN=C2N1N=C(C=C2NCC2=C(C=CC=C2)OC(F)(F)F)SC2CNCCC2 3-ISOPROPYL-6-(PIPERIDIN-3-YLTHIO)-N-(2-(TRIFLUOROMETHOXY)BENZYL)IMIDAZO[1,2-B]PYRIDAZIN-8-AMINE HYDROCHLORIDE